lithium (trifluoromethanesulfonate) FC(S(=O)(=O)[O-])(F)F.[Li+]